The molecule is an anionic ceramide phosphoinositol compound having a hexacosanoyl group attached to the ceramide nitrogen, no hydroxylation at C-4 of the long-chain base, and hydroxylation at C-2 of the very-long-chain fatty acid. Major species at pH 7.3. It is a conjugate base of an Ins-1-P-Cer(d18:0/2-OH-26:0). CCCCCCCCCCCCCCCCCCCCCCCC[C@@H](C(=O)N[C@@H](COP(=O)([O-])OC1[C@@H]([C@H](C([C@H]([C@H]1O)O)O)O)O)[C@@H](CCCCCCCCCCCCCCC)O)O